[I-].CN1C(C=CC=C1C)C 1,2,6-trimethyl-pyridine iodide